(S)-2-((3-cyanopyrazin-2-yl)amino)-4-((2-ethoxyethyl)(4-(5,6,7,8-tetrahydro-1,8-naphthyridin-2-yl)butyl)amino)butanoic acid C(#N)C=1C(=NC=CN1)N[C@H](C(=O)O)CCN(CCCCC1=NC=2NCCCC2C=C1)CCOCC